4-Methoxybenzoic anhydride COC1=CC=C(C(=O)OC(C2=CC=C(C=C2)OC)=O)C=C1